C(C1=CC=CC=C1)N1C(C=C(C=C1)C(=O)OC)=O methyl 1-benzyl-2-oxo-1,2-dihydropyridine-4-carboxylate